CC=1C=C2C(=CC(=C(C2=CC1)OC(C=C)=O)OC1=CC=CC=C1)OC(=O)OC 6-methyl-2-phenoxy-4-methoxycarbonyloxy-1-acryloyloxynaphthalene